5-CHLORO-1H-PYRROLO[2,3-B]PYRIDINE-4-CARBALDEHYDE ClC1=C(C2=C(N=C1)NC=C2)C=O